ClC1=CC=C2C(N(NC2=C1)CCO)=O 6-Chloro-2-(2-hydroxyethyl)-1,2-dihydro-3H-indazol-3-one